ACRYLIC ACID propan-2-yl-(3E)-2,2-dimethyl-3-[3-(4-methylpyrimidin-2-yl)prop-2-yn-1-ylidene]pyrrolidine-1-carboxylate CC(C)OC(=O)N1C(/C(/CC1)=C/C#CC1=NC=CC(=N1)C)(C)C.C(C=C)(=O)O